COC(=O)C=1C=NN(C1)CC1=CC(=C(C=C1)OC1CC1)C(F)(F)F 1-(4-cyclopropyloxy-3-(trifluoromethyl)benzyl)-1H-pyrazole-4-carboxylic acid methyl ester